2-(((2-(4-(2-hydroxyethyl)piperazin-1-yl)ethyl)amino)methylene)-5-(5-methoxy-1H-indol-3-yl)cyclohexane-1,3-dione OCCN1CCN(CC1)CCNC=C1C(CC(CC1=O)C1=CNC2=CC=C(C=C12)OC)=O